CC(CC)C 3-METHYLBUTAN